3-[Tri(2-methoxyethoxy)silyl]propan-1-amine COCCO[Si](CCCN)(OCCOC)OCCOC